FC(OC1=CC=C(C=N1)C(C(=O)N1CC2(CC1)NC1=NC(=C(C=C1CC2)C2=NC=CC=N2)C)C)F 2-[6-(difluoromethoxy)pyridin-3-yl]-1-[7-methyl-6-(pyrimidin-2-yl)-3,4-dihydro-1H-spiro[1,8-naphthyridine-2,3'-pyrrolidin]-1'-yl]propan-1-one